FC1=C(SC2=C1CNCC2)[S@@](=O)(N)=NC(NC2=C1C(=CC=3CCCC23)CC1)=O |o1:10| (R) or (S)-3-fluoro-N'-((2,4,5,6-tetrahydro-1H-cyclobuta[f]inden-3-yl)carbamoyl)-4,5,6,7-tetrahydrothieno[3,2-c]pyridine-2-sulfonimidamide